O=C1N(C=CC2=CC=C(C=C12)C=1C=CC(=NC1)NC(CCCC)=O)CCC N-(5-(1-oxo-2-propyl-1,2-dihydroisoquinolin-7-yl)pyridin-2-yl)pentanamide